methyl 6-methyl-5-(4-(((5-phenyl-1,3,4-thiadiazol-2-yl)methyl)carbamoyl)-1H-1,2,3-triazol-1-yl)picolinate CC1=C(C=CC(=N1)C(=O)OC)N1N=NC(=C1)C(NCC=1SC(=NN1)C1=CC=CC=C1)=O